C(C)(C)(C)OC(CC[C@@H](C(=O)N)N1C(C2=CC=C(C(=C2C1)F)C[C@H]1OCCC[C@@H]1N)=O)=O (S)-5-amino-4-(5-(((2r,3S)-3-aminotetrahydro-2H-pyran-2-yl)methyl)-4-fluoro-1-oxoisoindolin-2-yl)-5-oxopentanoic acid tert-butyl ester